tert-butyl (S)-4-(3-cyclopropyl-1H-pyrazolo[3,4-d]pyrimidin-4-yl)-3-methylpiperazine-1-carboxylate C1(CC1)C1=NNC2=NC=NC(=C21)N2[C@H](CN(CC2)C(=O)OC(C)(C)C)C